(-)-[3-[4-(2,4-Difluorophenyl)phenyl]azetidin-1-yl]-[3-(1H-1,2,4-triazol-5-yl)pyrrolidin-1-yl]methanone FC1=C(C=CC(=C1)F)C1=CC=C(C=C1)C1CN(C1)C(=O)N1CC(CC1)C1=NC=NN1